C(C)(C)(C)OC(NCCCN1CCN(CC1)C1=NC=C(C=C1)NC1C(NC(CC1)=O)=O)=O (3-(4-(5-((2,6-dioxopiperidin-3-yl)amino)pyridin-2-yl)piperazin-1-yl)propyl)carbamic acid tert-butyl ester